FC(C(=O)O)(F)F.FC(C(=O)O)(F)F.N[C@@H](C(=O)N[C@H](C(=O)NCC=1C=NC(=CC1)C(N)=N)C)CCC1=CC=CC=C1 (R)-2-Amino-N-((S)-1-(((6-carbamimidoylpyridin-3-yl)methyl)amino)-1-oxopropan-2-yl)-4-phenylbutanamide Di-trifluoroacetate salt